4-(3-(dimethylamino)-5-(1H-indol-1-yl)phenoxy)benzonitrile CN(C=1C=C(OC2=CC=C(C#N)C=C2)C=C(C1)N1C=CC2=CC=CC=C12)C